1-(4-chloro-2-fluorophenyl)ethane-1-one ClC1=CC(=C(C=C1)C(C)=O)F